OCC1N(CCNC1)C(=O)[O-] 2-(hydroxymethyl)piperazinecarboxylate